N-(methyl-d3)-3-((6-(2-methyl-1H-pyrrol-3-yl)-1-oxo-2,7-naphthyridin-2(1H)-yl)methyl)benzamide C(NC(C1=CC(=CC=C1)CN1C(C2=CN=C(C=C2C=C1)C1=C(NC=C1)C)=O)=O)([2H])([2H])[2H]